C(C)OC1CCC(C(C1)C1=CC=C(C(=O)OCC)C=C1)SC1=C2C=CN(C2=C(C=C1OC)C)C1=C(C=CC=C1)C ethyl (±)-4-(5-ethoxy-2-((5-methoxy-7-methyl-1-tolyl-1H-indol-4-yl)thio)cyclohexyl)benzoate